Sodium (2R,3R,4R)-5-((3-((2-ethylhexyl)oxy)propyl) amino)-2,3,4-trihydroxy-5-oxopentyl sulfate S(=O)(=O)(OC[C@H]([C@H]([C@H](C(=O)NCCCOCC(CCCC)CC)O)O)O)[O-].[Na+]